8-amino-6-(6-methylpyridin-2-yl)-2H,3H,4H-pyrido[3,2-b][1,4]Oxazine-4-carboxylic acid tert-butyl ester C(C)(C)(C)OC(=O)N1C2=C(OCC1)C(=CC(=N2)C2=NC(=CC=C2)C)N